4-(((5s,8r)-1-(tert-butoxycarbonyl)-1-azaspiro[4.5]decan-8-yl)oxy)-2-methylthiazole-5-carboxylic acid C(C)(C)(C)OC(=O)N1CCCC12CCC(CC2)OC=2N=C(SC2C(=O)O)C